di-iron(III) oxide [O-2].[Fe+3].[Fe+3].[O-2].[O-2]